FC=1C=NN(C(C1C)=O)C(C(=O)OCC)C ethyl 2-(4-fluoro-5-methyl-6-oxo-pyridazin-1-yl)propanoate